C(C)(C)(C)OC(=O)NCCCCN(C(O)=O)CCCNC(=O)OC(C)(C)C (4-((tert-Butoxycarbonyl)amino)butyl)(3-((tert-Butoxycarbonyl)amino)propyl)carbamic acid